3-[[(E)-(4-chloro-3-methoxy-phenyl)methyleneamino]-isobutylamino]-1,1-dioxo-1,2-benzothiazol-6-ol ClC1=C(C=C(C=C1)\C=N\N(C1=NS(C2=C1C=CC(=C2)O)(=O)=O)CC(C)C)OC